Salicylic Acid (Salicylate) C(C=1C(O)=CC=CC1)(=O)O.C(C=1C(O)=CC=CC1)(=O)O